6-chloro-3-(2,2-difluoroethoxy)-2-fluoro-pyridine ClC1=CC=C(C(=N1)F)OCC(F)F